3,3-diethyloxetane C(C)C1(COC1)CC